C(C)(C)(C)OC(NC=1C=NC(=CC1CCO)OC)=O (4-(2-hydroxyethyl)-6-methoxypyridin-3-yl)carbamic acid tert-butyl ester